COC1=CC=C(C2=C1NC(=N2)NC(=O)N2C[C@H](CC2)F)C2CCOCC2 (S)-3-Fluoro-pyrrolidine-1-carboxylic acid [7-methoxy-4-(tetrahydro-pyran-4-yl)-1H-benzoimidazol-2-yl]-amide